methyl 5-iodo-4-methyl-2-(trifluoromethyl)benzoate IC=1C(=CC(=C(C(=O)OC)C1)C(F)(F)F)C